2-fluoro-6-chloro-1,4-benzoquinone FC=1C(C(=CC(C1)=O)Cl)=O